OC=1C=C2C(=C(NC2=CC1)C)C#N 5-hydroxy-2-methyl-indole-3-carbonitrile